C(CCCCCCCCC)C1C2C=CC(C1)C2 5-n-decylbicyclo[2.2.1]hept-2-ene